5-methyl-1,2-oxazole-4-sulfonyl chloride CC1=C(C=NO1)S(=O)(=O)Cl